(R)-3-(5H-Imidazo[5,1-a]isoindol-5-yl)thietan-3-ol C=1N=CN2C1C1=CC=CC=C1[C@@H]2C2(CSC2)O